5,7-Dichloro-8-fluoropyrido[4,3-d]pyrimidine-2,4-diol ClC1=NC(=C(C=2N=C(N=C(C21)O)O)F)Cl